sulfimide lead [Pb].[SH2]=N